(E)-N-(4-(1-(6-(4-(7-((2-(2,6-dioxopiperidin-3-yl)-1-oxoisoindolin-4-yl)oxy)heptanoyl)piperazin-1-yl)nicotinoyl)piperidin-4-yl)butyl)-3-(pyridin-3-yl)acrylamide O=C1NC(CCC1N1C(C2=CC=CC(=C2C1)OCCCCCCC(=O)N1CCN(CC1)C1=NC=C(C(=O)N2CCC(CC2)CCCCNC(\C=C\C=2C=NC=CC2)=O)C=C1)=O)=O